disodium 6-(4,6-dichloro-1,3,5-triazin-2-ylamino)-1-hydroxy-2-(4-(2-(sulfonatooxy)ethylsulfonyl)phenylazo)naphthalene-3-sulfonate ClC1=NC(=NC(=N1)Cl)NC=1C=C2C=C(C(=C(C2=CC1)O)N=NC1=CC=C(C=C1)S(=O)(=O)CCOS(=O)(=O)[O-])S(=O)(=O)[O-].[Na+].[Na+]